5-((5-(6-((1r,3r)-3-aminocyclobutoxy)-3-fluoro-2-methoxyphenyl)-1H-pyrazol-3-yl)amino)pyrazine-2-carbonitrile NC1CC(C1)OC1=CC=C(C(=C1C1=CC(=NN1)NC=1N=CC(=NC1)C#N)OC)F